3-(1-ethyl-5-methyl-1H-pyrazole-3-amido)-5-fluorobenzoic acid C(C)N1N=C(C=C1C)C(=O)NC=1C=C(C(=O)O)C=C(C1)F